The molecule is a beta-D-glucosyl-(1<->1')-N-acylsphinganine in which the acyl group specified is hexadecanoyl. It has a role as a mouse metabolite. It derives from a hexadecanoic acid. CCCCCCCCCCCCCCC[C@H]([C@H](CO[C@H]1[C@@H]([C@H]([C@@H]([C@H](O1)CO)O)O)O)NC(=O)CCCCCCCCCCCCCCC)O